p-tolyl-ascorbate C1(=CC=C(C=C1)OC1=C(C(=O)O[C@@H]1[C@@H](O)CO)O)C